3,6-dibromophthalic anhydride BrC1=C2C(C(=O)OC2=O)=C(C=C1)Br